N-(4-(((R)-1-Hydroxy-4-methylpentan-2-yl)amino)-6-(2-(3-(1-hydroxycyclopropyl)phenyl)propyl)-1,3,5-triazin-2-yl)methanesulfonamide OC[C@@H](CC(C)C)NC1=NC(=NC(=N1)CC(C)C1=CC(=CC=C1)C1(CC1)O)NS(=O)(=O)C